butyl-8-chloro-4-(3-methoxyphenyl)-5'-methyl-3a-nitro-2'-oxo-3a,7,8,9b-tetrahydro-4H-spiro[cyclopenta[c]benzopyran-1,3'-indoline]-2-carbonitrile C(CCC)N1C(C2(C3=CC(=CC=C13)C)C(=CC1(C(OC=3C(C12)=CC(CC3)Cl)C3=CC(=CC=C3)OC)[N+](=O)[O-])C#N)=O